C(C1=CC=CC=C1)OCC(C(=O)OCC)(C(=O)OCC)C diethyl 2-((benzyloxy) methyl)-2-methylmalonate